COC1=CC=C(C=N1)N1N=NC(=C1)C(=O)NCC=1SC(=NN1)C1=CC=CC=C1 1-(6-methoxypyridin-3-yl)-N-((5-phenyl-1,3,4-thiadiazol-2-yl)methyl)-1H-1,2,3-triazole-4-carboxamide